allyl 2-allyl-5-nitro-pyrazole-3-carboxylate C(C=C)N1N=C(C=C1C(=O)OCC=C)[N+](=O)[O-]